N1(CCOCC1)C1=CC2=C(C=3N(C(N2)=O)CC(N3)C(C)C)N=C1 8-(morpholin-4-yl)-2-(propan-2-yl)-2,6-dihydroimidazo[1,2-c]pyrido[2,3-e]pyrimidin-5(3H)-one